BrC1=NN2C(N(C(=C(C2=O)N2CCN(CC2)C(=O)OC(C)(C)C)CC)CC(=O)NC2=C(C=C(C=C2)C(F)(F)F)OC)=N1 tert-Butyl 4-(2-bromo-5-ethyl-4-(2-((2-methoxy-4-(trifluoromethyl)phenyl)amino)-2-oxoethyl)-7-oxo-4,7-dihydro-[1,2,4]triazolo[1,5-a]pyrimidin-6-yl)piperazine-1-carboxylate